(R)-1-(3-((3,5-dimethoxyphenyl)amino)pyrrolidin-1-yl)-2,2,2-trifluoroethan-1-one COC=1C=C(C=C(C1)OC)N[C@H]1CN(CC1)C(C(F)(F)F)=O